CC=1N[C@@H](CCN1)C(=O)O (6S)-2-methyl-1,4,5,6-tetrahydropyrimidine-6-carboxylic acid